N-(2-(7-fluoro-4-methoxy-1H-indazol-3-yl)ethyl)-N-methylpropan-2-amine fumarate C(\C=C\C(=O)O)(=O)O.FC=1C=CC(=C2C(=NNC12)CCN(C(C)C)C)OC